CC1=C(I)C(=O)N(C2C=CC=CC=2)N1C Iodoantipyrine